N-((2,5-difluorobenzyl)(methyl)(oxo)-λ6-sulfaneylidene)-4-(5-(trifluoromethyl)-1,2,4-oxadiazol-3-yl)benzamide FC1=C(CS(=NC(C2=CC=C(C=C2)C2=NOC(=N2)C(F)(F)F)=O)(=O)C)C=C(C=C1)F